Cl[Pt+] (chloro)platinum(II)